NC=1N=C(SC1C(=O)C1=CC(=NO1)Br)N(C1=CC=C(C=C1)F)[C@@H](C(=O)N)C (R)-2-(N-[4-Amino-5-(3-bromoisoxazol-5-carbonyl)thiazol-2-yl]-4-fluoroanilino)propanamid